COCCN(C(CC(C)=O)=O)CCOC N,N-bis(2-methoxyethyl)-3-oxo-butanamidate